(S)-N-(2-((5-trifluoromethylpyridin-2-yl)oxy)propyl)-5-chloro-2-methyl-6-difluoromethylpyrimidin-4-amine FC(C=1C=CC(=NC1)O[C@H](CNC1=NC(=NC(=C1Cl)C(F)F)C)C)(F)F